tert-butyl 4-{2-[4-(4-fluorophenyl)-2-(propan-2-yl)-5-(pyridin-4-yl)-1H-imidazol-1-yl]acetyl}piperazine-1-carboxylate FC1=CC=C(C=C1)C=1N=C(N(C1C1=CC=NC=C1)CC(=O)N1CCN(CC1)C(=O)OC(C)(C)C)C(C)C